ClC1=C(C=CC(=C1)NC(=O)NCC=1C=C2C(N(C(C2=CC1)=O)C1C(NC(CC1)=O)=O)=O)CCCN(C(CO)=O)C N-(3-(2-chloro-4-(3-((2-(2,6-dioxopiperidin-3-yl)-1,3-dioxoisoindol-5-yl)methyl)ureido)phenyl)propyl)-2-hydroxy-N-methylacetamide